C(C)(C)(C)C1=C(C=CC=C1C)C tert-butyl-meta-xylene